ClC=1N=C(C=2N=C(N=C(C2N1)NC)NCC1=NC=CC=N1)NC 6-chloro-N4,N8-dimethyl-N2-pyrimidin-2-ylmethyl-pyrimido[5,4-d]pyrimidine-2,4,8-triamine